2-(2,6-Difluorophenyl)-4-(4-(((3-methoxybenzyl)disulfaneyl)methyl)phenyl)-4,5-dihydrooxazole FC1=C(C(=CC=C1)F)C=1OCC(N1)C1=CC=C(C=C1)CSSCC1=CC(=CC=C1)OC